((((6-hydroxy-5'-methyl-4-pentyl-1',2',3',4'-tetrahydro-[1,1'-biphenyl]-2-yl)oxy)(methyl)phosphoryl)oxy)methyl acetate C(C)(=O)OCOP(=O)(C)OC1=C(C(=CC(=C1)CCCCC)O)C1CCCC(=C1)C